4-(METHYLSULFONYL)BENZENECARBOXIMIDAMIDE CS(=O)(=O)C1=CC=C(C=C1)C(N)=N